C(C=C)(=O)O.C(C=C)(=O)O.C(C=C)(=O)O.C(C=C)(=O)O.CC(C)(C)C tetramethyl-methane tetraacrylate